FC1=C(C(=CC(=C1)C#CC=1C=NC=CC1)F)C1=NC=2N(C1C1=NNC=C1)C1(C(N2)=O)CC1 [2,6-difluoro-4-[2-(3-pyridinyl)ethynyl]phenyl]-3'-(1H-pyrazol-3-yl)spiro[cyclopropane-1,5'-imidazo[1,2-a]imidazol]-6'-one